ClC1=C(C(=O)NC=2C=NC(=C(C2)Cl)N2N=CC=N2)C=C(C(=C1)C1=C(N=NC=C1)Cl)F 2-chloro-N-(5-chloro-6-(2H-1,2,3-triazol-2-yl)pyridin-3-yl)-4-(3-chloropyridazin-4-yl)-5-fluorobenzamide